N-(5-((6-((R)-3-(3-chlorophenyl)isoxazolidine-2-yl)pyrimidine-4-yl)amino)-2-(4-(4-cyclopropylpiperazine-1-yl)piperidine-1-yl)-4-methoxyphenyl)acrylamide ClC=1C=C(C=CC1)[C@@H]1N(OCC1)C1=CC(=NC=N1)NC=1C(=CC(=C(C1)NC(C=C)=O)N1CCC(CC1)N1CCN(CC1)C1CC1)OC